C(C)(=O)OC(CC)C\C=C\[C@@H](C)[C@H]1CC[C@@H]2[C@@]1(CCC1[C@]3(CC[C@@H](CC3=CCC21)OC(C)=O)C)C (5E,7R)-7-[(1R,3aS,7S,9aR,11aR)-7-acetoxy-9a,11a-dimethyl-2,3,3a,3b,4,6,7,8,9,9a,9b,10,11,11a-tetradecahydro-1H-cyclopenta[1,2-a]phenanthren-1-yl]oct-5-en-3-yl acetate